(3R,4R,5R,6R)-4,5-dihydroxy-6-(hydroxymethyl)-N-methyltetrahydro-2H-pyran-3-carboxamide O[C@@H]1[C@@H](CO[C@@H]([C@@H]1O)CO)C(=O)NC